N,N'-di-tert-Butoxycarbonyl-N'-(dansyl-oxy)guanidine C(C)(C)(C)OC(=O)NC(=N)N(OS(=O)(=O)C1=CC=CC=2C(N(C)C)=CC=CC12)C(=O)OC(C)(C)C